phenyl-(trimethylsilyl)phosphine bromide [Br-].C1(=CC=CC=C1)P[Si](C)(C)C